Ethyl 5-amino-1-(3-methoxypropyl)-1H-indole-2-carboxylate NC=1C=C2C=C(N(C2=CC1)CCCOC)C(=O)OCC